tert-Butyl 6-chloro-2-(2-(difluoromethyl)-5-fluorophenyl)-1H-pyrrolo[3,2-c]pyridine-1-carboxylate ClC1=CC2=C(C=N1)C=C(N2C(=O)OC(C)(C)C)C2=C(C=CC(=C2)F)C(F)F